4-(6-methyl-1,2,4,5-tetrazin-3-yl)benzenemethanamine CC1=NN=C(N=N1)C1=CC=C(C=C1)CN